C(C)(C)(C)OC(NCC=1C=CC(=NC1)C=1C=NC=CC1)=O ([2,3'-bipyridine]-5-ylmethyl)carbamic acid tert-butyl ester